methyl 4-[(3R)-3-hydroxy-2-oxopyrrolidin-1-yl]-5-methoxy-6-oxopyran-2-carboxylate O[C@H]1C(N(CC1)C=1C=C(OC(C1OC)=O)C(=O)OC)=O